OCCN(CCN)C(=O)O hydroxyethyl-N'-carboxyethylenediamine